N-[6-(2,5-dioxo-2,5-dihydro-1H-pyrrol-1-yl)hexanoyl]-beta-alanine O=C1N(C(C=C1)=O)CCCCCC(=O)NCCC(=O)O